C(C)(C)N1N=NC=2C=CC=3C=NC(=NC3C21)NC2CCC(CC2)N(C)C (1R,4R)-N1-(1-isopropyl-1H-[1,2,3]triazolo[4,5-h]quinazolin-8-yl)-N4,N4-dimethylcyclohexane-1,4-diamine